COC1=NC(=NC=C1OC)C=1C=C(C=CC1)C=1CB(OC1)O 4-(3-(4,5-dimethoxypyrimidin-2-yl)phenyl)-1,2-oxaborol-2-ol